1-phenethyl-2-phenyl-1,2,3,4-tetrahydroisoquinoline C(CC1=CC=CC=C1)C1N(CCC2=CC=CC=C12)C1=CC=CC=C1